CC=1OC2=C(N1)C=C(C=C2)OCC2=NC=C(C=C2)OCC=C 2-methyl-5-{[5-(prop-2-en-1-yloxy)pyridin-2-yl]methoxy}-1,3-benzoxazole